[GaH]1C(=CC=C1)C(=O)O gallolic acid